ClC=1C(=C(C=CC1)C1(NC=NC2=CC(=C(C=C12)N)C#C[C@@]12CN(C[C@H]2C1)C1COC1)N)F 4-(3-chloro-2-fluorophenyl)-7-(((1r,5s)-3-(oxetan-3-yl)-3-azabicyclo[3.1.0]hexane-1-yl)ethynyl)quinazoline-4,6-diamine